C1=CC=CC=2C3=CC=CC=C3C(C12)COC(=O)N[C@@H](C(C)C)C(=O)N[C@@H](CCCNC(N)=O)C(=O)NC1=CC(=C(C=C1)CO[Si](C)(C)C(C)(C)C)C#CCOS(=O)(=O)C N-{[(9H-fluoren-9-yl)methoxy]carbonyl}-L-valyl-N-[4-({[tert-butyl(dimethyl)silyl]oxy}methyl)-3-{3-[(methanesulfonyl)oxy]prop-1-yn-1-yl}phenyl]-N5-carbamoyl-L-ornithinamide